ClC=1C=C(C=C(C1)Cl)C=1N=C(SC1)C1=C(C(=O)N)C=CC(=C1)OC (4-(3,5-dichlorophenyl)thiazol-2-yl)-4-methoxybenzamide